(1s,4s)-4-(5-fluoro-2-oxo-1,2-dihydroquinazolin-3(4H)-yl)-N-(3-methoxy-4-methylphenyl)cyclohexanecarboxamide FC1=C2CN(C(NC2=CC=C1)=O)C1CCC(CC1)C(=O)NC1=CC(=C(C=C1)C)OC